fluoro-N5,N8,N8-trimethyl-N5-phenyl-[1,2,4]triazolo[4,3-a]quinazoline-5,8-diamine FC1=NN=C2N1C1=CC(=CC=C1C(=N2)N(C2=CC=CC=C2)C)N(C)C